3-methoxy-4-(((1S,2R)-2-methoxycyclopentyl)amino)-N-(5-(5-methyl-1H-pyrazol-1-yl)-1,3,4-thiadiazol-2-yl)-2-oxo-2H-pyran-6-carboxamide COC=1C(OC(=CC1N[C@@H]1[C@@H](CCC1)OC)C(=O)NC=1SC(=NN1)N1N=CC=C1C)=O